2-[(4-{6-[(4-chloro-2-fluorobenzyl)oxy]pyridin-2-yl}piperidin-1-yl)methyl]-1-(1,3-oxazol-2-ylmethyl)-1H-imidazo[4,5-c]pyridine-6-carboxylic acid ClC1=CC(=C(COC2=CC=CC(=N2)C2CCN(CC2)CC=2N(C3=C(C=NC(=C3)C(=O)O)N2)CC=2OC=CN2)C=C1)F